(E)- and (Z)-3-methyl-4-(2,6,6-trimethyl-2-cyclohexen-1-yl)-3-buten-2-one CC(C(C)=O)=CC1C(=CCCC1(C)C)C